CC=CC(=O)NCCC[NH+](C)C (3-methylacrylamidopropyl)dimethylammonium